ClC=1C=NC=C(C1[C@@H](C)OC=1C=C2C(=NNC2=CC1)C=1C=NC(=NC1)N1CCN(CC1)C(=O)N1CCN(CC1)C)Cl [4-[5-[5-[(1R)-1-(3,5-dichloro-4-pyridyl)ethoxy]-1H-indazol-3-yl]pyrimidin-2-yl]piperazin-1-yl]-(4-methylpiperazin-1-yl)methanone